1-(5-{8-chloro-[1,2,4]triazolo[1,5-a]1,6-naphthyridin-4-yl}-4-methylpyridin-2-yl)propan-1-one ClC1=NC=C2C=C(C=3N(C2=C1)N=CN3)C=3C(=CC(=NC3)C(CC)=O)C